N-(3α,7α-Dihydroxyl-4β-fluoro-6α-ethyl-5β-cholan-24-oyl)-o-fluorophenyl-sulfonamide O[C@H]1[C@@H]([C@H]2[C@H]([C@H]([C@H]3[C@@H]4CC[C@H]([C@@H](CCC(=O)NS(=O)(=O)C5=C(C=CC=C5)F)C)[C@]4(CC[C@@H]3[C@]2(CC1)C)C)O)CC)F